ClC1=C(OC2=NC=CC=C2C(=O)N)C=CC(=C1)CC(=O)NC=1SC(=C(N1)C1=NC(=CC=C1)C)C (2-chloro-4-(2-((5-methyl-4-(6-methylpyridin-2-yl)thiazol-2-yl)amino)-2-oxoethyl)phenoxy)pyridine-3-carboxamide